1-[4-(4-Amino-7-methylpyrrolo[2,3-d]pyrimidin-5-yl)phenyl]-3-methyl-3-phenylpyrrolidin-2-one NC=1C2=C(N=CN1)N(C=C2C2=CC=C(C=C2)N2C(C(CC2)(C2=CC=CC=C2)C)=O)C